NC1=CC=C(C(=C1C(=O)N(C)C)F)C=1C(=C2C(=NC1)NC[C@@]21C[C@@H]([C@H](C1)N1N=NC=C1)O)Cl 6-Amino-3-((1S,3S,4S)-4'-chloro-3-hydroxy-4-(1H-1,2,3-triazol-1-yl)-1',2'-dihydrospiro[cyclopentane-1,3'-pyrrolo[2,3-b]pyridin]-5'-yl)-2-fluoro-N,N-dimethylbenzamide